FC=1C(=NC=CC1)C1CCN(CC1)CC1=NC2=C(C=NC(=C2)C2=NN=C(N2)C(F)(F)F)N1C[C@H]1OCC1 3-fluoro-2-{1-[(3-{[(2S)-oxetan-2-yl]methyl}-6-[5-(trifluoromethyl)-4H-1,2,4-triazol-3-yl]-3H-imidazo[4,5-c]pyridin-2-yl)methyl]piperidin-4-yl}pyridine